Ethane MethaneSulphonate CS(=O)(=O)O.CC